Cl.Cl.C(N1N=CC(=C1)C=1C=CC(=C(C1)O)C1=CN=C(N=N1)N(C1CC(NC(C1)(C)C)(C)C)C)([2H])([2H])[2H] 5-[1-(2H3)methyl-1H-pyrazol-4-yl]-2-{3-[methyl(2,2,6,6-tetramethylpiperidin-4-yl)amino]-1,2,4-triazin-6-yl}phenol dihydrochloride